5-(Aziridin-1-yl)-2,4-Dinitrobenzamide N1(CC1)C=1C(=CC(=C(C(=O)N)C1)[N+](=O)[O-])[N+](=O)[O-]